C(C[C@@H](C(=O)O)NC(=O)CCC(=O)O)CC(=O)C(=O)O N-succinyl-L-2-amino-6-oxoheptanedioate